N1=C2C(C3C(=NC2=CC=C1)NCC3)=O 6H,7H,8H,8aH,9H-pyrrolo[2,3-b]1,5-naphthyridin-9-one